2-Chloro-N-(2-(5-(3-cyano-6-(2-hydroxy-2-methylpropoxy)pyrazolo[1,5-a]pyridin-4-yl)pyridin-2-yl)-5-methyloctahydrocyclopenta[c]pyrrol-5-yl)benzamide ClC1=C(C(=O)NC2(CC3C(CN(C3)C3=NC=C(C=C3)C=3C=4N(C=C(C3)OCC(C)(C)O)N=CC4C#N)C2)C)C=CC=C1